FC(C1=NN=C(O1)C1=CC=C2CN(C(C2=C1)=O)NCC1=NC=C(C=C1)F)F 6-[5-(difluoromethyl)-1,3,4-oxadiazol-2-yl]-2-{[(5-fluoropyridin-2-yl)methyl]amino}-2,3-dihydro-1H-isoindol-1-one